6-chlorospiro[furo[3,4-c]pyridin-1,4'-tetrahydropyran]-3-one ClC1=CC2=C(C=N1)C(OC21CCOCC1)=O